4-(N,N-diethylamino)benzylamine C(C)N(CC)C1=CC=C(CN)C=C1